5-(4-bromophenethyl)bicyclo[2.2.1]hept-2-ene BrC1=CC=C(CCC2C3C=CC(C2)C3)C=C1